Cl.C(C1=CC=CC=C1)N(C(O)=O)CCC1(CNCC1)O benzyl(2-(3-hydroxypyrrolidin-3-yl)ethyl)carbamate hydrochloride